C1(CC1)N(C=1N=CC(=NC1)C1=C(C=C(C(=C1)F)C=1C=NNC1)O)[C@@H]1[C@@H]([C@H]2CC[C@@H](C1)N2)F 2-(5-(cyclopropyl((1R,2R,3S,5S)-2-fluoro-8-azabicyclo[3.2.1]octan-3-yl)amino)pyrazin-2-yl)-4-fluoro-5-(1H-pyrazol-4-yl)phenol